CN(C)CC1=CC=C(C=C1)C1=CC=CC=C1 N,N-dimethyl-4-phenylbenzylamine